NC1=C2N=C(N(C2=NC=N1)CCCNC(C(C)C)=O)SC1=CC2=C(OCO2)C=C1C=1OC=CN1 N-{3-[6-Amino-8-(6-oxazol-2-yl-benzo[1,3]dioxol-5-ylsulfanyl)-purin-9-yl]-propyl}-isobutyramide